quinolonecarboxylic acid fluorine [F].N1C(C(=CC2=CC=CC=C12)C(=O)O)=O